2-(6-((3-Hydroxy-3-methylcyclobutyl)amino)-5-methylpyridazin-3-yl)-3-methyl-5-(trifluoromethyl)phenol OC1(CC(C1)NC1=C(C=C(N=N1)C1=C(C=C(C=C1C)C(F)(F)F)O)C)C